1-((6-methoxy-2-(2-methyl-[1,1'-biphenyl]-3-yl)benzo[d]oxazol-5-yl)methyl)piperidine-2-acetic acid COC1=CC2=C(N=C(O2)C=2C(=C(C=CC2)C2=CC=CC=C2)C)C=C1CN1C(CCCC1)CC(=O)O